C1(CCCCC1)C[C@@H](C(=O)OC)NC(=O)C1(C2=CC=CC=C2C=2C=CC=CC12)NC(C(F)(F)F)=O methyl (S)-3-cyclohexyl-2-(9-(2,2,2-trifluoroacetamido)-9H-fluorene-9-carboxamido)propanoate